COCC1=NC(=C(C(=N1)O)C)O 2-(methoxymethyl)-5-methylpyrimidine-4,6-diol